FC(S(=O)(=O)N1CCC(CC1)NC1=NC=C(C(=N1)C=1C=C2C(=CC(=NC2=C(C1)F)C)C(C)(C)O)F)F 2-(6-(2-((1-((difluoromethyl)sulfonyl)piperidin-4-yl)amino)-5-fluoropyrimidin-4-yl)-8-fluoro-2-methylquinolin-4-yl)propan-2-ol